OC1(COC1)C1=CC=C(C=C1)NC(=O)N1CCC(CC1)OC1=CC=C(C=C1)C(F)(F)F N-(4-(3-hydroxyoxetan-3-yl)phenyl)-4-(4-(trifluoromethyl)phenoxy)piperidine-1-carboxamide